Methyl (S)-4-(1-(1-(4-ethylbenzyl)-6-(trifluoromethyl)-2,3-dihydro-1H-imidazo[1,2-b]pyrazole-7-carboxamido)ethyl)benzoate C(C)C1=CC=C(CN2CCN3N=C(C(=C32)C(=O)N[C@@H](C)C3=CC=C(C(=O)OC)C=C3)C(F)(F)F)C=C1